(Z)-N-(3-(2-fluorophenyl)-1-phenyl-2-(trimethylsilyl)allyl)-2,4,6-trimethylbenzenesulfonamide FC1=C(C=CC=C1)\C=C(\C(C1=CC=CC=C1)NS(=O)(=O)C1=C(C=C(C=C1C)C)C)/[Si](C)(C)C